C(C1=CC=CC=C1)C1N(CCC1)C1=NC(=CC(=N1)N1C(C(OCC1)C)C)OCC1=CC=C(C=C1)OC 4-(2-(2-benzylpyrrolidin-1-yl)-6-((4-methoxybenzyl)oxy)pyrimidin-4-yl)-2,3-dimethylmorpholine